F[P-](F)(F)(F)(F)F.C(=O)(O)C=1C=C(C=CC1)[I+]C1=CC(=CC=C1)C(=O)O di-(3-carboxyphenyl)-Iodonium hexafluorophosphate